rac-(1S,2R)-2-(((5-amino-1,3,4-thiadiazol-2-yl)oxy)methyl)cyclopentan-1-ol NC1=NN=C(S1)OC[C@@H]1[C@H](CCC1)O |r|